N-{6-[(3-cyclopropyl-1H-pyrazol-5-yl)amino]-5-methoxy-1,2-benzoxazol-3-yl}-2,6-dimethoxy-4-(oxetan-2-yl)benzene-1-sulfonamide C1(CC1)C1=NNC(=C1)NC1=CC2=C(C(=NO2)NS(=O)(=O)C2=C(C=C(C=C2OC)C2OCC2)OC)C=C1OC